ethyl 2-(4-(2-amino-5-chloro-6-methylpyrimidin-4-yl)-1-methyl-10-oxo-1,4,9-triazaspiro[5.6]dodecan-9-yl)acetate NC1=NC(=C(C(=N1)N1CCN(C2(C1)CCN(C(CC2)=O)CC(=O)OCC)C)Cl)C